C(C)(C)(C)OC(=O)N1CCN(CC1)C=1C=C2[C@H](CN(CC2=CC1)C1=C2C(=NC=C1)N(N=C2)C)C 4-[(4R)-4-methyl-2-(1-methylpyrazolo[3,4-b]pyridin-4-yl)-3,4-dihydro-1H-isoquinolin-6-yl]piperazine-1-carboxylic acid tert-butyl ester